7-(5-amino-2-oxopyridin-1(2H)-yl)heptan NC=1C=CC(N(C1)CCCCCCC)=O